[Na+].[Na+].OC=1C=C(C=CC1)OP([O-])([O-])=O M-hydroxyphenylphosphoric acid disodium salt